COC=1C=CC(=C(C1)NC(=O)C1=NC=CN=C1)C=C N-(5-methoxy-2-vinylphenyl)pyrazine-2-carboxamide